O[C@@H](C(=O)OC)C1=CC=CC=C1 Methyl (R)-2-hydroxy-2-phenylacetate